2-(2-bromoacetyl)-2-ethyl-indan BrCC(=O)C1(CC2=CC=CC=C2C1)CC